2,4-dichloro-7-(1-ethylcyclobutyl)pyrrolo[2,1-f][1,2,4]triazine ClC1=NN2C(C(=N1)Cl)=CC=C2C2(CCC2)CC